ClC1=CC=C(C(=N1)NS(=O)(=O)C)O[C@H](C)C=1C=C(C=C2C(C(=C(OC12)C1=CC=CC=C1)C)=O)C N-[6-Chloro-3-[(1R)-1-(3,6-dimethyl-4-oxo-2-phenyl-chromen-8-yl)ethoxy]-2-pyridyl]methanesulfonamide